3-(1-(1-(4-(4-((1R,2S)-6-Hydroxy-2-phenyl-1,2,3,4-tetrahydronaphthalen-1-yl)-phenoxy)butyl)piperidin-4-yl)-4-oxo-4H-thieno[3,4-c]pyrrol-5(6H)-yl)piperidine-2,6-dione OC=1C=C2CC[C@@H]([C@@H](C2=CC1)C1=CC=C(OCCCCN2CCC(CC2)C=2SC=C3C2CN(C3=O)C3C(NC(CC3)=O)=O)C=C1)C1=CC=CC=C1